N1N=CC2=CC=C(C=C12)NC1=NC(=NC=C1C)NC1=C(C=C(C=C1)N1CCN(CC1)C)OC N4-(1H-indazol-6-yl)-N2-(2-methoxy-4-(4-methylpiperazine-1-yl)phenyl)-5-methylpyrimidine-2,4-diamine